NC=1C=2N(C=CN1)C(=NC2C2=C(C=C(C(=O)NC1=NC=CC(=C1)C1=CC=C(C=C1)F)C=C2)F)[C@H]2NCC1(CC1)C2 (S)-4-(8-amino-3-(5-azaspiro[2.4]heptane-6-yl)imidazo[1,5-a]pyrazin-1-yl)-3-fluoro-N-(4-(4-fluorophenyl)pyridin-2-yl)benzamide